titanium tetraisopropanolate C(C)(C)[O-].C(C)(C)[O-].C(C)(C)[O-].C(C)(C)[O-].[Ti+4]